S1C(=NC2=C1C=CC=C2)NC2=C(C=C(N=N2)N(C=2SC(=C(N2)C(=O)O)CCCOC2=C(C=CC=C2)F)CCCOC)C 2-({6-[(1,3-Benzothiazol-2-yl)amino]-5-methylpyridazin-3-yl}(3-methoxypropyl)amino)-5-[3-(2-fluorophenoxy)propyl]-1,3-thiazole-4-carboxylic acid